1-(2,3-dichlorobenzyl)-4-((3-fluoro-6-((5-methyl-1H-pyrazol-3-yl)amino)pyridin-2-yl)methyl)-piperidine-4-carboxylic acid ClC1=C(CN2CCC(CC2)(C(=O)O)CC2=NC(=CC=C2F)NC2=NNC(=C2)C)C=CC=C1Cl